FC(C=1C=CC(=NC1CC)OC1CCC2(CN(C2)C(=O)C2CC(C2)(C)O)CC1)F (7-((5-(Difluoromethyl)-6-ethylpyridin-2-yl)oxy)-2-azaspiro[3.5]nonan-2-yl)((1s,3s)-3-hydroxy-3-methylcyclobutyl)methanon